IC=1C2=C([Se]C1)C=CC=C2 3-iodo-benzo[b]selenophene